SC1=CC=C(C=C1)CC(=O)O L-4-mercaptophenylacetic acid